CC(CNC1=C(C=C(C=C1)C1=NNC(OC1)=O)C(F)(F)F)C 5-{4-[(2-methylpropyl)amino]-3-(trifluoromethyl)phenyl}-3,6-dihydro-2H-1,3,4-oxadiazin-2-one